6,6-dimethyl-3-azabicyclo[3.1.0]-hexane-2-carboxylate CC1(C2CNC(C12)C(=O)[O-])C